C(C)N1C[C@@H](C[C@H](C1)O)OC=1C=C2CN(C(C2=CC1)=O)C1C(NC(CC1)=O)=O 3-(5-(((3R,5R)-1-ethyl-5-hydroxypiperidin-3-yl)oxy)-1-oxoisoindolin-2-yl)piperidine-2,6-dione